C[C@@]1(C([C@@H]1C(NC1=CC=C(C=C1)C1=NN(C=C1NC(=O)O[C@H](C)C1=C(C=CC=C1)Cl)C)=O)(F)F)C(=O)O methyl-(1S,3S)-3-((4-(4-((((R)-1-(2-chlorophenyl)ethoxy)carbonyl)amino)-1-methyl-1H-pyrazol-3-yl)phenyl)carbamoyl)-2,2-difluorocyclopropane-1-carboxylic acid